2-(2-(2-(2-(4-((2-oxa-7-azaspiro[3.5]nonan-7-yl)methyl)-1H-1,2,3-triazol-1-yl)ethoxy)ethoxy)ethoxy)ethan-1-amine C1OCC12CCN(CC2)CC=2N=NN(C2)CCOCCOCCOCCN